NC=1SC(=CN1)S(=O)(=O)N1CCN(CC1)C[C@H](C)NC1=NC=NC2=C(C=CC=C12)C(F)(F)F N-[(2S)-1-{4-[(2-amino-1,3-thiazol-5-yl)sulfonyl]piperazin-1-yl}propan-2-yl]-8-(trifluoromethyl)quinazolin-4-amine